methyl 1,3-benzoxazole-7-carboxylate O1C=NC2=C1C(=CC=C2)C(=O)OC